CC=1C=C(C=NC1OCC=1C(=NOC1C)C=1C=NC(=CC1)C)C(=O)NC1CCOCC1 5-methyl-6-((5-methyl-3-(6-methylpyridin-3-yl)isoxazol-4-yl)methoxy)-N-(tetrahydropyran-4-yl)pyridine-3-carboxamide